ethyl 3-(4-pyridazin-3-ylpyridazin-1-ium-1-yl)propanoate N1=NC(=CC=C1)C1=CN=[N+](C=C1)CCC(=O)OCC